(S)-2-methyl-N-(3-methyl-4-(trifluoromethyl)benzylidene)propane-2-sulfinamide CC(C)(C)[S@](=O)N=CC1=CC(=C(C=C1)C(F)(F)F)C